N1-(2-(dimethylamino)ethyl)-5-fluoro-N1-methyl-N4-(4-(7-methyl-1H-indol-3-yl)-5-(trifluoromethyl)pyrimidin-2-yl)benzene-1,2,4-triamine CN(CCN(C=1C(=CC(=C(C1)F)NC1=NC=C(C(=N1)C1=CNC2=C(C=CC=C12)C)C(F)(F)F)N)C)C